NC1=C(C=C(C=C1)C1=CC(=C(C=C1)NC(CCCCCN=[N+]=[N-])=O)C)C N-(4'-amino-3,3'-dimethyl-[1,1'-biphenyl]-4-yl)-6-azidocaproylamine